C(C)(C)OB1OCCO1 2-isopropoxy-1,3,2-dioxaborolan